(R)-N-((R)-1-(3-bromo-5-(1,1-difluoroethyl)phenyl)ethyl)-2-methylpropane-2-sulfinamide BrC=1C=C(C=C(C1)C(C)(F)F)[C@@H](C)N[S@](=O)C(C)(C)C